CC=1N=C2N(N=C(C=C2)C2=CC3=C(N=C(S3)C3CCNCC3)C=C2)C1 2-Methyl-6-[2-(piperidin-4-yl)-1,3-benzothiazol-6-yl]imidazo[1,2-b]pyridazin